methyl 3-(ethylsulfanyl)-5-[5-(1-fluorocyclopropyl)-1,2,4-oxadiazol-3-yl]pyridine-2-carboxylate C(C)SC=1C(=NC=C(C1)C1=NOC(=N1)C1(CC1)F)C(=O)OC